C(=O)C=1N=CC(=NC1)N1[C@H]2CC(C[C@@H]1CC2)OCC(=O)OCC Ethyl {[(1R,3r,5S)-8-(5-formylpyrazin-2-yl)-8-azabicyclo[3.2.1]octan-3-yl]oxy}acetate